2-methyl-4-{1-[(oxetan-3-yl)methyl]-4-(trifluoromethyl)-1H-pyrrolo[3,2-c]pyridin-3-yl}-6-{[(1r,4r)-4-(trifluoromethyl)cyclohexyl]oxy}pyrimidine CC1=NC(=CC(=N1)C1=CN(C2=C1C(=NC=C2)C(F)(F)F)CC2COC2)OC2CCC(CC2)C(F)(F)F